N-(4-methylpentyl)phenylalanine tert-butyl-4-((6-(2-ethyl-6-(methylthio)-3-oxo-2,3-dihydro-1H-pyrazolo[3,4-d]pyrimidin-1-yl)pyridin-2-yl)oxy)piperidine-1-carboxylate C(C)(C)(C)C1N(CCC(C1)OC1=NC(=CC=C1)N1N(C(C=2C1=NC(=NC2)SC)=O)CC)C(=O)O.CC(CCCN[C@@H](CC2=CC=CC=C2)C(=O)O)C